N,N'-diphenyl-p-phenylenediamine oxygen [O].C1(=CC=CC=C1)NC1=CC=C(C=C1)NC1=CC=CC=C1